O1C(NC2=C1C=CC(=C2)C2(NC(=NC=C2C)NC2=CC(=C(C=C2)N2CCN(CC2)CC)C(F)(F)F)N)=O 4-(benzoxazolin-2-one-5-yl)-N2-[3-trifluoromethyl-4-(4-ethylpiperazin-1-yl)phenyl]-5-methylpyrimidine-2,4-diamine